5-[7-(1,1-Difluoro-2-methoxyethyl)-3-(1H-imidazol-5-yl)imidazo[1,2-a]pyrimidin-2-yl]-3-(trifluoromethyl)-1H-1,2,4-triazole FC(COC)(F)C1=NC=2N(C=C1)C(=C(N2)C2=NC(=NN2)C(F)(F)F)C2=CN=CN2